ethyl (S)-1-(1-(6-chloro-2-iodo-5-(3-methoxypropoxy)pyridin-3-yl)-3,3-dimethylbutan-2-yl)-4-oxo-1,4-dihydropyridine-3-carboxylate ClC1=C(C=C(C(=N1)I)C[C@@H](C(C)(C)C)N1C=C(C(C=C1)=O)C(=O)OCC)OCCCOC